tert-butyl N-[trans-4-[[4-amino-7-[2-aminoethyl(methyl)amino]-5,5-dimethyl-6H-benzo[h]quinazolin-8-yl]oxy]cyclohexyl]carbamate NC1=NC=NC=2C3=C(CC(C12)(C)C)C(=C(C=C3)O[C@@H]3CC[C@H](CC3)NC(OC(C)(C)C)=O)N(C)CCN